ClC=1C=C2C(=CNC2=CC1)NC1=NC2=C(N1C)C(=CC(=C2)C(F)(F)F)C#N 2-[(5-Chloro-1H-indol-3-yl)amino]-1-methyl-5-(trifluoromethyl)-1H-benzo[d]imidazole-7-carbonitrile